2-[(4-Fluorobenzoyl)amino]-N-(piperazin-3-ylmethyl)benzamid FC1=CC=C(C(=O)NC2=C(C(=O)NCC3CNCCN3)C=CC=C2)C=C1